(S)-7-bromoisochroman-4-amine BrC1=CC=C2[C@@H](COCC2=C1)N